4-(2-hydroxy-2-methylpropylsulfonyl)-2-methylbenzamide OC(CS(=O)(=O)C1=CC(=C(C(=O)N)C=C1)C)(C)C